(1R)-6-(3-fluorophenyl)-1-methyl-1-oxo-isothiazolo[4,5-b]pyridin-3-imine 4-nitrobenzenesulfonic acid salt [N+](=O)([O-])C1=CC=C(C=C1)S(=O)(=O)O.FC=1C=C(C=CC1)C=1C=C2C(=NC1)C(NS2(=O)C)=N